C(C)C1CN(CCO1)C(=O)[O-] 2-ethylmorpholinate